NC1=C(C=C(C=C1)C1=CC=C(C=C1)F)NC(C1=CC=C(C=C1)S(=O)(=O)C1=CC(=CC=C1)F)=O N-[2-amino-5-(4-fluorophenyl)phenyl]-4-[(3-fluorophenyl)sulfonyl]benzamide